4-amino-4-(3-chloro-2-(1-methyl-1H-pyrazol-4-yl)phenyl)-2-methylenebutanoate hydrochloride Cl.NC(CC(C(=O)O)=C)C1=C(C(=CC=C1)Cl)C=1C=NN(C1)C